FC(CN1CC2=CC=CC=C2C1)(F)C1=C(N=C2OC=CN21)C2=CC1=CC=CC=C1C=C2 5-(1,1-difluoro-2-(isoindolin-2-yl)ethyl)-6-(naphthalen-2-yl)imidazo[2,1-b]oxazole